C1=NC(=C2C(=N1)N(C=N2)[C@H]3[C@@H]([C@@H]([C@H](O3)COP(=O)(O)O[Se](=O)(=O)O)OP(=O)(O)O)O)N 3-Phosphoadenylylselenate